allyl naphthalate C1(=CC=CC2=CC=CC=C12)C(=O)OCC=C